FC(C1CN(C1)C(=O)C=1N=C2N(C3=C(C(=N[C@H]2C)C2=NC=CC=C2F)C(=C(C=C3)C(F)(F)F)Cl)C1)F [3-(difluoromethyl)azetidin-1-yl]-[(4S)-7-chloro-6-(3-fluoro-2-pyridyl)-4-methyl-8-(trifluoromethyl)-4H-imidazo[1,2-a][1,4]benzodiazepin-2-yl]methanone